Benzyl N-methyl-N-(2-oxospiro[3.5]nonan-7-yl)carbamate CN(C(OCC1=CC=CC=C1)=O)C1CCC2(CC(C2)=O)CC1